(S)-1-(3-(4-amino-3-((2,6-dimethoxypyridin-4-yl)ethynyl)-1H-pyrazolo[3,4-d]pyrimidin-1-yl)pyrrolidin-1-yl)prop-2-en-1-one NC1=C2C(=NC=N1)N(N=C2C#CC2=CC(=NC(=C2)OC)OC)[C@@H]2CN(CC2)C(C=C)=O